4-[1-(thiazole-4-carbonyl)-pyrrolidin-3-yloxy]-7,8-dihydro-5H-pyrido[4,3-d]pyrimidin-6-yl-nicotinonitrile S1C=NC(=C1)C(=O)N1CC(CC1)OC=1C2=C(N=CN1)CCN(C2)C2=C(C#N)C=CC=N2